C(CC)(=O)O.C(C)(=O)O.O=C[C@H](O)[C@@H](O)[C@H](O)CO xylose acetate propionate